(1S,2S)-2-((6-(4-((6-isopropoxypyrazin-2-yl)amino)-3-methylisoxazol-5-yl)-2-methylpyridin-3-yl)carbamoyl)cyclohexane-1-carboxylic acid C(C)(C)OC1=CN=CC(=N1)NC=1C(=NOC1C1=CC=C(C(=N1)C)NC(=O)[C@@H]1[C@H](CCCC1)C(=O)O)C